[N+](#[C-])CC1=C(C=C(C(=C1)C[N+]#[C-])C)C 1,5-BIS-ISOCYANOMETHYL-2,4-DIMETHYL-BENZENE